diethyl carbonate bromide [Br-].C(OCC)(OCC)=O